C(C)N1C=C(C(C2=CC=CC=C12)=O)S(=O)(=O)N1CCC2(C[C@H](CO2)NC[C@@H](COC=2C=C(C=CC2)S(=O)(=O)NC)O)CC1 3-((S)-3-((R)-8-(1-ethyl-4-oxo-1,4-dihydroquinolin-3-ylsulfonyl)-1-oxa-8-azaspiro[4.5]decan-3-ylamino)-2-hydroxypropoxy)-N-methylbenzenesulfonamide